7-(2,7-dimethyloxazolo[5,4-b]pyridin-5-yl)-2-[(3r,4r)-3-fluoro-4-piperidinyl]thiazolo[3,2-a]pyrimidin-5-one CC=1OC2=NC(=CC(=C2N1)C)C=1N=C2N(C(C1)=O)C=C(S2)[C@H]2[C@H](CNCC2)F